5-(2-(azetidin-1-yl)ethyl)-8-(6-methoxypyridin-3-yl)-1-(4-(piperazin-1-yl)-3-(trifluoromethyl)phenyl)-1,5-dihydro-4H-[1,2,3]triazolo[4,5-c]quinolin-4-one N1(CCC1)CCN1C(C2=C(C=3C=C(C=CC13)C=1C=NC(=CC1)OC)N(N=N2)C2=CC(=C(C=C2)N2CCNCC2)C(F)(F)F)=O